BrC1=C(C=C(C(=O)N2CC=3N(CC2)C(N(C3C(=O)NCC3=CC=C(C(=O)O)C=C3)C3=CC=C(C=C3)OC(C)C)=O)C=C1)Cl 4-[[[7-(4-bromo-3-chloro-benzoyl)-2-(4-isopropoxyphenyl)-3-oxo-6,8-dihydro-5H-imidazo[1,5-a]pyrazine-1-carbonyl]amino]methyl]benzoic acid